N-[4-(4-amino-2-butyl-7-methylthieno[3,2-b]imidazo[4,5-d]pyridin-1-yl)butyl]-4-(hydroxymethyl)cyclohexylcarboxamide NC1=C2C(=C3C(=N1)C=C(S3)C)N(C(=N2)CCCC)CCCCNC(=O)C2CCC(CC2)CO